Tyrosine-3,3-d2 N[C@@H](CC=1CC(C(=CC1)O)([2H])[2H])C(=O)O